6-(2-amino-5-(4-(morpholin-3-yl)phenyl)pyridin-3-yl)-3,4-dihydroisoquinolin-1(2H)-one NC1=NC=C(C=C1C=1C=C2CCNC(C2=CC1)=O)C1=CC=C(C=C1)C1NCCOC1